(1R)-N-(7-chloro-6-(1-((R)-1,2-dimethylcyclopentyl)piperidin-4-yl)isoquinolin-3-yl)-6-oxaspiro[2.5]octane-1-carboxamide ClC1=C(C=C2C=C(N=CC2=C1)NC(=O)[C@@H]1CC12CCOCC2)C2CCN(CC2)[C@]2(C(CCC2)C)C